COC1=CC=C(C=C1)C1=NN2C=NC=3C=CC=CC3C2=N1 2-(4-methoxyphenyl)[1,2,4]triazolo[1,5-c]quinazolin